C(#N)C=1C=C(C=CC1)C1=CC(=CN1)S(=O)(=O)NC1=C(C=C(C(=C1)F)C(F)(F)F)F 5-(3-cyanophenyl)-N-[2,5-difluoro-4-(trifluoromethyl)phenyl]-1H-pyrrole-3-sulfonamide